bis(3,5-biphenylyl)phosphine oxide C1(=CC(=CC=C1)C=1C=CC=CC1)P(C1=CC(=CC=C1)C=1C=CC=CC1)=O